BrC1=CC(=C2C(N(C(C2=C1)=O)CC1=NC=C(C=C1)Cl)(OCC1(CC1)CO)C1=CC=C(C=C1)Cl)F 6-bromo-3-(4-chlorophenyl)-2-((5-chloropyridin-2-yl)methyl)-4-Fluoro-3-((1-(hydroxymethyl)cyclopropyl)methoxy)isoindolin-1-one